C(C)OC1=CN=CC(=N1)C=1C=CC(=NC1)NC(=O)C1(CCN(CC1)S(=O)(=O)C1=NN(C=C1)C)C1=NC(=NC=C1)NS(=O)(=O)CC N-(5-(6-ethoxypyrazin-2-yl)pyridin-2-yl)-4-(2-(ethylsulfonamido)pyrimidin-4-yl)-1-((1-methyl-1H-pyrazol-3-yl)sulfonyl)piperidine-4-carboxamide